CC=1C(C2=C(OC=CO2)C(C1)=O)=O 6-methylbenzo[b][1,4]-dioxine-5,8-dione